B(OC1=C(C(=C(C(=C1F)F)F)F)F)(OC1=C(C(=C(C(=C1F)F)F)F)F)[O-].[Zn+2].FC1=C(C(=C(C(=C1F)F)F)F)OB(OC1=C(C(=C(C(=C1F)F)F)F)F)[O-] Zinc bis(perfluorophenyl) borate